ClC1=CC=C(C=C1)C=1C=C2C(=NC1)NC=C2C(=O)C=2C(=C(C=CC2F)NS(=O)(=O)CCC)F propane-1-sulfonic acid {3-[5-(4-chlorophenyl)-1H-pyrrolo[2,3-b]Pyridine-3-carbonyl]-2,4-difluoro-phenyl} amide